3-[3-Cyano-4-[(3S,5R)-3,5-dimethylpiperazin-1-yl]anilino]-5-(methylamino)-6-(3-methylimidazo[4,5-c]pyridin-7-yl)pyrazine-2-carboxamide C(#N)C=1C=C(NC=2C(=NC(=C(N2)NC)C=2C3=C(C=NC2)N(C=N3)C)C(=O)N)C=CC1N1C[C@@H](N[C@@H](C1)C)C